ClC1=CC=C2C3(C(N(C2=C1)C=1C=NC=CC1)=O)CC1=CC=C(C=C1C3)C(=O)O 6'-chloro-2'-oxo-1'-(pyridin-3-yl)-1,3-dihydrospiro[indene-2,3'-indoline]-5-carboxylic acid